NC1(CC1)CNC1=NC(=C2C(=N1)N(N=C2)C)NC2=CC(=CC=C2)Cl 6-N-[(1-aminocyclopropyl)methyl]-4-N-(3-chlorophenyl)-1-methylpyrazolo[3,4-d]pyrimidine-4,6-diamine